ClC1=CC=C(C=C1)C=1C(=NNC1C)C1=CC(=NC(=C1)C)C 4-[4-(4-chlorophenyl)-5-methyl-1H-pyrazol-3-yl]-2,6-dimethyl-pyridine